2-(3-{[1-(but-2-ynoyl)-3,3-dimethylazetidin-2-yl]methoxy}pyridin-4-yl)-3-[(3-fluoro-2-methoxyphenyl)amino]-1H,5H,6H,7H-pyrrolo[3,2-c]pyridin-4-one C(C#CC)(=O)N1C(C(C1)(C)C)COC=1C=NC=CC1C1=C(C=2C(NCCC2N1)=O)NC1=C(C(=CC=C1)F)OC